CC1(C2(C(CC1CC2)=O)CS(=O)(=O)O[C@H]2[C@@H](NC2)C)C (2S,3R)-2-methylazetidin-3-ol (7,7-dimethyl-2-oxobicyclo[2.2.1]heptan-1-yl)methanesulfonate